ClC1=C(OC2=C(C=C(C=C2)N=S(=O)(C)C)C=2C3=C(C(N(C2)C)=O)NC=C3)C(=CC=C1)C 4-{2-(2-chloro-6-methylphenoxy)-5-[dimethyl(oxo)-λ6-sulfanylidene]aminophenyl}-6-methyl-1,6-dihydro-7H-pyrrolo[2,3-c]pyridin-7-one